ClC1=CC=C(C=C1)N1CC(CC1=O)C(=O)N[C@@H](CO)C1=NC(=NO1)C1=CC=C(C=C1)C(F)(F)F 1-(4-Chlorophenyl)-N-[(1S)-2-hydroxy-1-{3-[4-(trifluoromethyl)phenyl]-1,2,4-oxadiazol-5-yl}ethyl]-5-oxopyrrolidin-3-carboxamid